C(C)N=S1(CCCCC1)=O 1-(ethylimino)hexahydro-1λ6-thiopyran 1-oxide